methyl N-[5-({4-[(2S)-2-{[8-(6-aminopyridin-3-yl)quinazolin-4-yl]amino}propyl]piperazin-1-yl} sulfonyl)-4-methyl-1,3-thiazol-2-yl]carbamate NC1=CC=C(C=N1)C=1C=CC=C2C(=NC=NC12)N[C@H](CN1CCN(CC1)S(=O)(=O)C1=C(N=C(S1)NC(OC)=O)C)C